N-acrylyl-tryptophan C(C=C)(=O)N[C@@H](CC1=CNC2=CC=CC=C12)C(=O)O